4-(4-(3-(4-aminopiperidin-1-yl)-3-oxopropyl)-4-hydroxypiperidin-1-yl)-2-(2,6-dioxopiperidin-3-yl)isoindoline-1,3-dione NC1CCN(CC1)C(CCC1(CCN(CC1)C1=C2C(N(C(C2=CC=C1)=O)C1C(NC(CC1)=O)=O)=O)O)=O